Cl.NC(C(=O)NC1=C(C=C(C=C1)C1=NC(=CN=C1)OCC)F)C=1N=C(SC1)NS(=O)(=O)C1CC1 2-Amino-2-(2-(cyclopropanesulfonamido)thiazol-4-yl)-N-(4-(6-ethoxypyrazin-2-yl)-2-fluorophenyl)acetamide hydrochloride